2-tert-butyl-6-methyl-4-[[4-octyl-sulfanyl-6-[(2,2,6,6-tetramethylpiperidin-4-yl)amino]-1,3,5-triazin-2-yl]amino]phenol C(C)(C)(C)C1=C(C(=CC(=C1)NC1N(C(=NC(=N1)CCCCCCCC)NC1CC(NC(C1)(C)C)(C)C)S)C)O